C(C1=CC=CC=C1)OC(=O)N1[C@H]2[C@@H](OCC1)CN(C2)C(CC(C(=O)O)(C)C)=O 4-((4aR,7aS)-4-((benzyloxy)carbonyl)hexahydropyrrolo[3,4-b][1,4]oxazin-6(2H)-yl)-2,2-dimethyl-4-oxobutanoic acid